N1=C(C=CC=C1)NC(=O)C1=NOC=C1 N-(2-pyridinyl)isoxazole-3-carboxamide